Br\C=1\C(CCCCC\C1)OCC(=O)OC methyl (Z)-2-((2-bromocyclooct-2-en-1-yl)oxy)acetate